Cl.NCCN(CCC(=O)OCC)C=1C=NN2C1N=CC(=C2)C=2C=NN(C2)C ethyl 3-((2-aminoethyl)(6-(1-methyl-1H-pyrazol-4-yl)pyrazolo[1,5-a]pyrimidin-3-yl)amino)propanoate hydrochloride